biphenyl-4-yl-(9,9-dimethyl-9H-fluoren-4-yl)amine C1(=CC=C(C=C1)NC1=CC=CC=2C(C3=CC=CC=C3C12)(C)C)C1=CC=CC=C1